5-Methyl-2-(5-morpholin-4-yl-3,4'-bipyridin-2'-yl)-N-[(3R)-tetrahydrofuran-3-yl]-1H-imidazol-4-carboxamid CC1=C(N=C(N1)C1=NC=CC(=C1)C=1C=NC=C(C1)N1CCOCC1)C(=O)N[C@H]1COCC1